CC1=CNC2=NC=C(C=C21)C2=CC(=C1CCN(CC1=C2)C(CC)=O)[C@H]2NCCC2 1-(7-(3-methyl-1H-pyrrolo[2,3-b]pyridin-5-yl)-5-((S)-pyrrolidin-2-yl)-3,4-Dihydroisoquinolin-2(1H)-yl)propan-1-one